COC(=O)[C@@H]1C[C@@H](CC1)NC.N1N=CN=C1C1CN(C1)C(=O)N1CC2(C1)CCN(C2)CC2=NC=C(C=C2)C(F)(F)F [3-(1H-1,2,4-Triazol-5-yl)azetidin-1-yl]-[7-[[5-(trifluoromethyl)-2-pyridyl]methyl]-2,7-diazaspiro[3.4]octan-2-yl]methanone Methyl-(1S,3R)-3-(methylamino)cyclopentane-1-carboxylate